N-(5-(((2r,5's)-5-((2s,6s)-2,6-dimethylmorpholino)-5'-methyl-3H-spiro[furo[2,3-c]pyridin-2,3'-pyrrolidin]-1'-yl)methyl)-4-fluorothiazol-2-yl)acetamide C[C@@H]1O[C@H](CN(C1)C=1C=C2C(=CN1)O[C@]1(CN([C@H](C1)C)CC1=C(N=C(S1)NC(C)=O)F)C2)C